C(C)OC(=O)C=1N=C2N(C(=NC=C2Br)NCC2=C(C=CC3=C2C=CO3)F)C1 8-bromo-5-(((5-fluorobenzofuran-4-yl)methyl)amino)imidazo[1,2-c]Pyrimidine-2-carboxylic acid ethyl ester